C1NCC12CN(CC2)C2=CC=C(C=N2)C#N 6-[2,6-diazaspiro[3.4]octan-6-yl]pyridine-3-carbonitrile